(3-chlorophenyl)magnesium bromide ClC=1C=C(C=CC1)[Mg]Br